N-{4-[2-(2,6-dichlorophenyl)acetamido]pyridin-2-yl}-N-(3,5-difluoro-4-methoxyphenyl)acetamide ClC1=C(C(=CC=C1)Cl)CC(=O)NC1=CC(=NC=C1)N(C(C)=O)C1=CC(=C(C(=C1)F)OC)F